C(=O)(OCC1=CC=CC=C1)N[C@@H](CCCCNC(=O)OC(C)(C)C)C(=O)O Nα-Cbz-Nε-Boc-lysine